triethyl O-acetylcitrate CCOC(=O)CC(CC(=O)OCC)(C(=O)OCC)OC(=O)C